(1-hydroxy-prop-2-yl)-8-(pyridin-3-yl)-6-(4-(trifluoromethyl)phenyl)pyrido[3,4-d]pyrimidin-4(3H)-one OCC(C)C=1NC(C2=C(N1)C(=NC(=C2)C2=CC=C(C=C2)C(F)(F)F)C=2C=NC=CC2)=O